CCC(=O)C1=CC(=C(C=C1)F)F 3,4-difluoropropiophenone